FC=1C=C(C=C(C1)F)CC=1C=C2C(=NNC2=CC1)NC(=O)C1=NN(C=C1)CCOCCNC(CCCCCC(=O)N1CCN(CC1)C1=CC=C(C=C1)NC1C(NC(CC1)=O)=O)=O N-[5-[(3,5-difluorophenyl)methyl]-1H-indazol-3-yl]-1-[2-[2-[[7-[4-[4-[(2,6-dioxo-3-piperidyl)amino]phenyl]piperazin-1-yl]-7-oxo-heptanoyl]amino]ethoxy]ethyl]pyrazole-3-carboxamide